CC1=C(C=CC(=C1)C(C)C)O 2-methyl-4-isopropyl-phenol